N[C@@H]([C@@H](C(=O)NC(C(=O)O)CC1=CC=C(C=C1)C(F)(F)F)O)CC1=CC=CC=C1 2-[[(2S,3R)-3-amino-2-hydroxy-4-phenyl-butanoyl]amino]-3-[4-(trifluoromethyl)phenyl]propanoic acid